6-(2-(dimethylamino)ethyl)-2,3-dimethyl-6H-indolo[2,3-b]quinoxalin-9-ol CN(CCN1C=2C=CC(=CC2C=2C1=NC1=CC(=C(C=C1N2)C)C)O)C